FC1(CC(C1)OC1=NN(C(=C1C(F)(F)F)C(=O)O)CC1CC(CC1)(F)F)F 3-(3,3-difluorocyclobutoxy)-1-[(3,3-difluorocyclopentyl)methyl]-4-(trifluoromethyl)-1H-pyrazole-5-carboxylic acid